3-bromoisothiazole BrC1=NSC=C1